2,4-di([1,1'-biphenyl]-2-yl)-6-Chloropyrimidine C1(=C(C=CC=C1)C1=NC(=CC(=N1)C1=C(C=CC=C1)C1=CC=CC=C1)Cl)C1=CC=CC=C1